(2S,4R)-N-(8-chloro-2,3,4,5-tetrahydro-1-benzoxepin-5-yl)-1-[(2S)-2-(4-cyclopropyltriazol-1-yl)-3,3-dimethyl-butanoyl]-4-hydroxy-pyrrolidine-2-carboxamide ClC1=CC2=C(C(CCCO2)NC(=O)[C@H]2N(C[C@@H](C2)O)C([C@H](C(C)(C)C)N2N=NC(=C2)C2CC2)=O)C=C1